C1=CC=C2C(=C1)C3=CC=CC=C3C(=O)C2=O phenanthrenquinone